C1(CC1)C=1N=C(SC1)C(N1C[C@@H](N(C[C@H]1C)C1=CC(N(C=2C=CC(=NC12)C#N)C)=O)C)C1=CC=C(C=C1)F 8-((2S,5r)-4-((4-cyclopropylthiazol-2-yl)(4-fluorophenyl)methyl)-2,5-dimethylpiperazin-1-yl)-5-methyl-6-oxo-5,6-dihydro-1,5-naphthyridine-2-carbonitrile